1,1,1-trifluoro-2-phenyl-3-buten-2-ol FC(C(C=C)(O)C1=CC=CC=C1)(F)F